3,4-di-O-benzyl-2-O-levulinoyl-α-L-rhamnopyranosyl trichloroacetimidate ClC(C(O[C@H]1[C@H](OC(CCC(=O)C)=O)[C@H](OCC2=CC=CC=C2)[C@@H](OCC2=CC=CC=C2)[C@@H](O1)C)=N)(Cl)Cl